ClC=1C(=NC=C(C1)C(F)(F)F)O[C@H](CNC1=NC(=NC(=C1Cl)C(F)F)C)C (S)-N-(2-((3-chloro-5-trifluoromethylpyridin-2-yl)oxy)propyl)-5-chloro-2-methyl-6-difluoromethylpyrimidin-4-amine